5-(4-((3-ethyl-2-oxo-1,2,3,4-tetrahydroquinazolin-7-yl)methyl)piperazin-1-yl)-6-fluoro-N-methylpicolinamide C(C)N1C(NC2=CC(=CC=C2C1)CN1CCN(CC1)C=1C=CC(=NC1F)C(=O)NC)=O